5-amino-3-cyano-1-ethyl-4-(3-hydroxy-2-methylphenyl)-1H-pyrrolo[2,3-b]pyridine-6-carboxamide NC=1C(=C2C(=NC1C(=O)N)N(C=C2C#N)CC)C2=C(C(=CC=C2)O)C